COC1=C(C(=CC=C1)OC)N1C(=NC=2C1=NC(=C(N2)CC)NS(=O)(=O)C)C2=NC(=CC=C2)OCC N-(1-(2,6-dimethoxyphenyl)-2-(6-ethoxypyridin-2-yl)-5-ethyl-1H-imidazo[4,5-b]pyrazin-6-yl)methanesulfonamide